ClC=1C=C(OCC(=O)OCC)C=C(C1CC1=CC(=C(C=C1)O)C(C)C)C(=C)C ethyl 2-(3-chloro-4-(4-hydroxy-3-isopropylbenzyl)-5-(prop-1-en-2-yl)phenoxy)acetate